(R) or (S)-1-(2-aminoethyl)-2-(3-pyridyl)pyrrolidine NCCN1[C@H](CCC1)C=1C=NC=CC1 |o1:4|